CN(C)C=NC(CNC(OC(C)(C)C)=O)=O tert-butyl (2-(((dimethylamino)methylene)amino)-2-oxoethyl)carbamate